3-[5-(pyrazol-1-ylmethyl)-2-thienyl]-5-(trifluoromethyl)-1,2,4-oxadiazole N1(N=CC=C1)CC1=CC=C(S1)C1=NOC(=N1)C(F)(F)F